2-(4-cyclopropyl-6-methoxy-pyrimidin-5-yl)-9-[[4-[1-isopropyl-4-(trifluoromethyl)imidazol-2-yl]phenyl]methyl]-7-(2,2,2-trifluoroethyl)purin-8-imine C1(CC1)C1=NC=NC(=C1C1=NC=C2N(C(N(C2=N1)CC1=CC=C(C=C1)C=1N(C=C(N1)C(F)(F)F)C(C)C)=N)CC(F)(F)F)OC